ethyl 1-((6-cyclopropylimidazo[1,2-a]pyridin-2-yl)methyl)-1H-1,2,3-triazole-4-carboxylate C1(CC1)C=1C=CC=2N(C1)C=C(N2)CN2N=NC(=C2)C(=O)OCC